[Na+].[Na+].CN1C=2C(NC(=NC2NC[C@@H]1CNC1=CC=C(C(N[C@@H](CCC(=O)[O-])C(=O)O)=O)C=C1)N)=O.CN1C=2C(NC(=NC2NC[C@@H]1CNC1=CC=C(C(N[C@@H](CCC(=O)[O-])C(=O)O)=O)C=C1)N)=O 5-methyl-(6S)-tetrahydrofolic acid disodium salt